(5-chloro-2-methoxy-phenyl)-2-[3-nitro-5-(trifluoromethyl)-2-pyridinyl]propionic acid ethyl ester C(C)OC(C(C)(C1=NC=C(C=C1[N+](=O)[O-])C(F)(F)F)C1=C(C=CC(=C1)Cl)OC)=O